ClC1=CC=CC(=N1)N1N=C(C2=C1C(N(CC2)C2=CC=C1CCN(C(C1=C2)=O)C)=O)C(=O)NCC2CC2 1-(6-Chloropyridin-2-yl)-N-(cyclopropylmethyl)-6-(2-methyl-1-oxo-1,2,3,4-tetrahydroisoquinolin-7-yl)-7-oxo-4,5,6,7-tetrahydro-1H-pyrazolo[3,4-c]pyridine-3-carboxamide